2-(11,11-diphenyl-11H-benzo[a]fluoren-7-yl)-4,4,5,5-tetramethyl-1,3,2-dioxaborolane C1(=CC=CC=C1)C1(C2=CC=CC(=C2C2=CC=C3C(=C12)C=CC=C3)B3OC(C(O3)(C)C)(C)C)C3=CC=CC=C3